tert-Butyl (3R)-3-[(2-{imidazo[1,2-a]pyridin-3-yl}propan-2-yl)carbamoyl]pyrrolidine-1-carboxylate N=1C=C(N2C1C=CC=C2)C(C)(C)NC(=O)[C@H]2CN(CC2)C(=O)OC(C)(C)C